epoxycyclohexyl-ethyl-cyclotetrasiloxane Methyloct-2-ynoat COC(C#CCCCCC)=O.C12(C(CCCC1)O2)[Si]2(O[SiH2]O[SiH2]O[SiH2]O2)CC